2-bromo-4-(difluoromethyl)-6-(methylsulfanyl)pyridine BrC1=NC(=CC(=C1)C(F)F)SC